N,N'-bis-hydroxyethyl-urea OCCNC(=O)NCCO